3-(2-(3-(1H-indol-3-yl)pyrrolidin-1-yl)ethyl)thiazolo[2,3-c][1,2,4]triazole N1C=C(C2=CC=CC=C12)C1CN(CC1)CCC=1N2C(=NN1)SC=C2